NC=1N=NC(=CC1N1C[C@H]([C@@H](CC1)C)C1=CC=C(C(=O)OC)C=C1)C1=C(C=CC=C1)O |o1:9,10| Methyl 4-((3R*,4R*)-1-(3-amino-6-(2-hydroxyphenyl)pyridazin-4-yl)-4-methylpiperidin-3-yl)benzoate